1-[3-[4-[1-(Trifluoromethyl)cyclopropyl]phenyl]azetidine-1-carbonyl]pyrrolidine-3-sulfonamide FC(C1(CC1)C1=CC=C(C=C1)C1CN(C1)C(=O)N1CC(CC1)S(=O)(=O)N)(F)F